FC=1C=C(C=CC1C1=NC=2C=CNC(C2C(=C1)NC1=NC=C(C=C1)C1CN(CCC1)C)=O)NC(=O)C1CCCCC1 N-(3-fluoro-4-(4-((5-(1-methyl-piperidin-3-yl)pyridin-2-yl)amino)-5-oxo-5,6-dihydro-1,6-naphthyridin-2-yl)phenyl)cyclohexane-carboxamide